2-(3,8-diazabicyclo[3.2.1]octan-3-yl)-4-(1-methoxyethyl)-7-(thiazol-2-yl)benzo[d]oxazole C12CN(CC(CC1)N2)C=2OC1=C(N2)C(=CC=C1C=1SC=CN1)C(C)OC